OP(O)(=O)OP(=O)(O)O.C1(=CC=CC=C1)C1=C(NOC=C1)C1=CC=CC=C1 diphenyloxazin diphosphate